C1(=CC=CC=C1)[C@@](C=O)(O)[C@](O)([C@H](O)C(O)C1=CC=CC=C1)C1=CC=CC=C1 2,3,5-triphenyl-D-ribose